FC(C)(F)C1=NC(=CC(=N1)NC1=CC(=NC=C1C=1N=C(SC1)CN(C)C)NC(C)=O)C N-(4-((2-(1,1-difluoroethyl)-6-methylpyrimidin-4-yl)amino)-5-(2-((dimethylamino)methyl)thiazol-4-yl)pyridin-2-yl)acetamide